CN1N=C(C(=C1)C1=NC(=NC(=C1)N1C[C@@H](CC1)NC)N)C (R)-4-(1,3-dimethyl-1H-pyrazol-4-yl)-6-(3-(methylamino)pyrrolidin-1-yl)pyrimidin-2-amine